(2S,3R,4R)-1-acetyl-N-ethyl-2,3-dimethyl-4-((4-methylpyrimidin-2-yl)amino)-1,2,3,4-tetrahydroquinoline-6-carboxamide C(C)(=O)N1[C@H]([C@@H]([C@H](C2=CC(=CC=C12)C(=O)NCC)NC1=NC=CC(=N1)C)C)C